4-(methoxymethyl)-N-methyl-5-(pyridin-4-ylmethoxy)-9H-pyrido[3,4-b]indole-3-carboxamide COCC1=C(N=CC=2NC3=CC=CC(=C3C21)OCC2=CC=NC=C2)C(=O)NC